COCCOC=1C=C(C=CC1)C1=CC=C(C=C1)C(C)(C)NC(O[C@@H]1CN2CCC1CC2)=O (S)-quinuclidin-3-yl (2-(3'-(2-methoxyethoxy)-[1,1'-biphenyl]-4-yl)propan-2-yl)carbamate